Cl.C(CCC)C=1OC2=C(C1C(=O)C1=CC(=C(C(=C1)I)OCCN(CC)CC)I)C=CC=C2 (2-butyl-3-benzofuranyl)[4-[2-(diethylamino)ethoxy]-3,5-diiodophenyl]methanone hydrochloride